5-[6-(methoxycarbonyl)pyridin-3-yl]-2,5-diazabicyclo[4.1.0]Heptane-2-carboxylic acid tert-butyl ester C(C)(C)(C)OC(=O)N1C2CC2N(CC1)C=1C=NC(=CC1)C(=O)OC